N-(9-fluorenylmethoxycarbonyl)-L-aspartic acid-4-tert-butyl ester C(C)(C)(C)OC(C[C@H](NC(=O)OCC1C2=CC=CC=C2C=2C=CC=CC12)C(=O)O)=O